5-[4-(1,4-dioxaspiro[4.5]dec-8-yl)-1-piperidinyl]-2-nitropyridine O1CCOC12CCC(CC2)C2CCN(CC2)C=2C=CC(=NC2)[N+](=O)[O-]